BrC1=C2C(=NC=C1)N(C=C2C=C)COCC[Si](C)(C)C 4-bromo-1-((2-(trimethylsilyl)ethoxy)methyl)-3-vinyl-1H-pyrrolo[2,3-b]pyridine